NC1=C(C=CC=C1)C1C(CC2=CC(=CC=C12)[N+](=O)[O-])(C(=O)N)N1CC2(CC2)CNC1=O (2-aminophenyl)-5-nitro-2-(6-oxo-5,7-diazaspiro[2.5]octane-5-yl)-2,3-dihydro-1H-indene-2-carboxamide